FC=1C=C2CCN(C2=CC1)C=1C2=C(N=CN1)C=CC(=N2)C=2C=NN(C2)CC(=O)N2CCOCC2 2-(4-(4-(5-fluoroindolin-1-yl)pyrido[3,2-d]pyrimidin-6-yl)-1H-pyrazol-1-yl)-1-morpholinoethane-1-one